FC=1C=C2C(N(C1)C(C(=O)NC1=C(C=CC=C1)C)CC)=NC(=N2)SCC2=CC=C(C=C2)F 2-(6-fluoro-2-((4-fluorobenzyl)thio)-4H-imidazo[4,5-b]pyridin-4-yl)-N-(o-tolyl)butanamide